2-(3-acetyl-6-((dimethylamino)methyl)-5-(2-methylpyrimidin-5-yl)-1H-indazol-1-yl)acetic acid C(C)(=O)C1=NN(C2=CC(=C(C=C12)C=1C=NC(=NC1)C)CN(C)C)CC(=O)O